FC1=NC=C(C=C1)O 2-fluoro-5-hydroxypyridine